C(C)(C)C1=CC=C(C=C1)C=1N=C2N(C=CC=N2)C1C=O 2-(4-isopropylphenyl)imidazo[1,2-a]pyrimidine-3-carbaldehyde